BrCC(=O)C1=CC(=C(C=C1)Cl)Cl 2-bromo-3',4'-dichloroacetophenone